methyl 2-{[(R)-2-methylpropane-2-sulfinyl][3-(4-phenoxyphenyl)oxetan-3-yl] amino}acetate CC(C)(C)[S@@](=O)N(CC(=O)OC)C1(COC1)C1=CC=C(C=C1)OC1=CC=CC=C1